[2H][C@@]1(NC(C(C1([2H])[2H])([2H])[2H])([2H])[2H])C(=O)O (2S)-2,3,3,4,4,5,5-heptadeuteriopyrrolidine-2-carboxylic acid